2-methoxy-N-(4,4,4-trifluoro-2-methyl-1-phenylbutan-2-yl)-5,6,7,8-tetrahydroquinoline-3-carboxamide COC1=NC=2CCCCC2C=C1C(=O)NC(CC1=CC=CC=C1)(CC(F)(F)F)C